3-bromo-1H-pyrazolo[3,4-B]pyridine BrC1=NNC2=NC=CC=C21